1-(2-{[1-(3-chloro(2-pyridyl))-isopropyl]amino}pyrimidin-5-yl)pyrazole-4-carboxylic acid ClC=1C(=NC=CC1)C(C)(C)NC1=NC=C(C=N1)N1N=CC(=C1)C(=O)O